NCCOCCN1C(=NC=2C(=NC=3C=CC=CC3C21)NC(O)=O)CCCC 1-(2-(2-Aminoethoxy)ethyl)-2-butyl-1H-imidazo[4,5-c]Quinolin-4-ylcarbamic acid